2-(4-chlorobenzyl)-8-methyl-N-(1,2-oxazol-3-ylmethyl)-4,5-dihydro-2H-furo[2,3-g]indazole-7-carboxamide ClC1=CC=C(CN2N=C3C4=C(CCC3=C2)OC(=C4C)C(=O)NCC4=NOC=C4)C=C1